7-deaza-2'-deoxyadenosine [C@@H]1(C[C@H](O)[C@@H](CO)O1)N1C=CC=2C(N)=NC=NC12